6-acetyl-2-{2-deoxy-2-fluoro-3-O-[hydroxy(oxo)-λ5-phosphanyl]-β-D-arabinofuranosyl}-6,7,8,9-tetrahydro-2H-2,3,5,6-tetraazabenzo[cd]azulene C(C)(=O)N1C=2C3=C(N(C=C3CCC1)[C@H]1[C@H]([C@H](OP(=O)O)[C@H](O1)CO)F)N=CN2